ClC=1C=C(C=C(C1OC=1C=C2CCN(C(C2=CC1)=O)CC1=CC(=CC=C1)OC)Cl)N1N=CC(NC1=O)=O (3,5-dichloro-4-((2-(3-methoxybenzyl)-1-oxo-1,2,3,4-tetrahydroisoquinolin-6-yl)oxy)phenyl)-1,2,4-triazine-3,5(2H,4H)-dione